[Cl-].[Cl-].[Cl-].[Cl-].C1(CNCC[N+]12CC[N+]1(CCNCC1)CC2)C2=NC(=NC(=C2[N+](=O)[O-])C2CNCC[N+]21CC[N+]2(CCNCC2)CC1)C 4,6-di(3,12-diaza-6,9-diazoniadispiro[5.2.5.2]hexadecan-1-yl)-2-methyl-5-nitropyrimidine tetrachloride